C(C1=CC=CC=C1)OCCN1C(=NC(=C1)C(F)(F)F)C1=C(C#N)C=CC=C1 (1-(2-(benzyloxy)ethyl)-4-(trifluoromethyl)-1H-imidazol-2-yl)benzonitrile